C(C1=CC=CC=C1)(C1=CC=CC=C1)=N[C@H](C)C=1C=C(C=CC1)C#CCO 3-[3-[(1R)-1-(benzhydrylideneamino)ethyl]phenyl]prop-2-yn-1-ol